3-(imidazol-1-yl)-N-[(cis)-4-hydroxy-4-methylcyclohexyl]-5H,6H,7H-cyclopenta[c]pyridine-1-carboxamide N1(C=NC=C1)C1=CC2=C(C(=N1)C(=O)NC1CCC(CC1)(C)O)CCC2